NC1=C2N(C(N(C2=NC=N1)[C@@H]1CN(CC1)C(\C=C\CN(C)C)=O)=O)C1=CC=C(C=C1)OC1=CC=CC=C1 6-amino-9-{(3S)-1-[(2E)-4-(dimethylamino)-2-butenoyl]-3-pyrrolidinyl}-7-(4-phenoxyphenyl)-7,9-dihydro-8H-purin-8-one